C(C)(C)(C)OC(=O)N[C@H](C(=O)OC(C)(C)C)CC1=CC2=C(N=C(O2)C#N)C=C1 tert-butyl (S)-2-((tert-butoxycarbonyl)amino)-3-(2-cyanobenzo[d]oxazol-6-yl)propanoate